6-(2-Chloro-3-methoxyphenyl)-2-(5-methylpyrimidin-2-yl)-5,6,7,8-tetrahydrophthalazin-1(2H)-one ClC1=C(C=CC=C1OC)C1CC=2C=NN(C(C2CC1)=O)C1=NC=C(C=N1)C